NC(C(=O)O)CC amino-n-butyric acid